(1S,2S)-N-(6-(((R)-1-(5-methyl-7-(3-methyl-2,4-dioxoimidazolidin-1-yl)pyrazolo[1,5-a]pyridin-2-yl)ethyl)amino)pyrimidin-4-yl)-2-(4-methylpyrimidin-2-yl)cyclopropane-1-carboxamide CC1=CC=2N(C(=C1)N1C(N(C(C1)=O)C)=O)N=C(C2)[C@@H](C)NC2=CC(=NC=N2)NC(=O)[C@@H]2[C@H](C2)C2=NC=CC(=N2)C